6-chloro-3-cyclopropyl-N-[2-(3-pyridyl)ethyl]-[1,2,4]triazolo[4,3-b]pyridazin-8-amine ClC=1C=C(C=2N(N1)C(=NN2)C2CC2)NCCC=2C=NC=CC2